3-(5-chloro-2-heptyloxybenzyloxy)-N-(pyridin-3-yl)thiophene-2-carboxamide hydrogen chloride Cl.ClC=1C=CC(=C(COC2=C(SC=C2)C(=O)NC=2C=NC=CC2)C1)OCCCCCCC